3-[(3-fluoro-2-methoxyphenyl)amino]-2-[3-[(1-methylpyrazol-4-yl)oxy]pyridin-4-yl]-1H,5H,6H,7H-pyrrolo[3,2-c]pyridin-4-one FC=1C(=C(C=CC1)NC1=C(NC2=C1C(NCC2)=O)C2=C(C=NC=C2)OC=2C=NN(C2)C)OC